C1C(=S)N=CS1 thiazolinethione